ClC1=CC=C(C=C1)CN1C([C@H](CS(C2=C1C=C(C(=C2)F)C=2N=NN(N2)C2CNCC(C2)(F)F)(=O)=O)NC(C)=O)=O N-[(3R)-5-[(4-chlorophenyl)methyl]-7-[2-(5,5-difluoro-3-piperidyl)tetrazol-5-yl]-8-fluoro-1,1,4-trioxo-2,3-dihydro-1lambda6,5-benzothiazepin-3-yl]acetamide